ClC1=NC(=NC2=CC=CC=C12)SC 4-chloro-2-(methylsulfanyl)quinazoline